tert-butyl 4-(1H-pyrazol-4-yl)-3,6-dihydro-2H-pyridine-1-carboxylate N1N=CC(=C1)C=1CCN(CC1)C(=O)OC(C)(C)C